L-threoninamide hydrochloride Cl.N[C@@H]([C@H](O)C)C(=O)N